N-((4R,5S,7R,8R,9S,10R)-8,10-dihydroxy-7-(hydroxymethyl)-9-(4-(3,4,5-trifluorophenyl)-1H-1,2,3-triazol-1-yl)-1,6-dioxaspiro[4.5]dec-4-yl)benzo[b]thiophene-2-carboxamide O[C@H]1[C@H](O[C@@]2([C@@H](CCO2)NC(=O)C2=CC3=C(S2)C=CC=C3)[C@@H]([C@H]1N1N=NC(=C1)C1=CC(=C(C(=C1)F)F)F)O)CO